C(#N)C1=NC=CC(=C1)OC=1C(=C2C=CN(C2=CC1F)S(=O)(=O)C1=CC=C(C)C=C1)CC(=O)OCC Ethyl 2-(5-((2-cyanopyridin-4-yl)oxy)-6-fluoro-1-tosyl-1H-indol-4-yl)acetate